2-((6-amino-2-(3-chlorobenzyl)-5-(2-methoxyphenoxy)pyrimidin-4-yl)oxy)ethan-1-ol NC1=C(C(=NC(=N1)CC1=CC(=CC=C1)Cl)OCCO)OC1=C(C=CC=C1)OC